BrC1=CC=C(C=C1)[C@@H]1N(C[C@H](C(C1)O)C)C(=O)OC(C)(C)C tert-butyl (2R,5R)-2-(4-bromophenyl)-4-hydroxy-5-methyl-piperidine-1-carboxylate